Methyl 2-cyanoacrylate C(#N)C(C(=O)OC)=C